5-tert-butyl-N-{[3-(4-{[(3S,4R)-3-fluoro-1-methylpiperidin-4-yl]amino}-1-(2,2,2-trifluoroethyl)-1H-indol-2-yl)-1,2,4-oxadiazol-5-yl]methyl}-1H-pyrrole-3-carboxamide C(C)(C)(C)C1=CC(=CN1)C(=O)NCC1=NC(=NO1)C=1N(C2=CC=CC(=C2C1)N[C@H]1[C@H](CN(CC1)C)F)CC(F)(F)F